C(CC(C)CCC=C(C)C)C(C(=O)[O-])C1=CC=CC=C1 Citronellylphenylacetat